octyltin C(CCCCCCC)[Sn]